CC1(C(OC2=C(O1)C=CC=C2)CN2C[C@H](NCC2)C2=C(C=CC=C2)C(C)C)C (R)-1-((2,2-dimethyl-2,3-dihydrobenzo[b][1,4]dioxin-yl)methyl)-3-(2-isopropylphenyl)piperazine